Cl.NCCN(C(CC)C=1C(=C(C#N)C=CC1)F)C1CC1 3-(1-((2-aminoethyl)(cyclopropyl)amino)propyl)-2-fluorobenzonitrile hydrochloride